bis[bis(trimethylsilyl)cyclopentadienyl]germanium C[Si](C)(C)C=1C(C=CC1)([Si](C)(C)C)[Ge]C1(C(=CC=C1)[Si](C)(C)C)[Si](C)(C)C